NC1=NC(=CC=C1NC(=O)[C@@H]1N(CCC1)C(=O)OC(C)(C)C)Br |r| (rac)-tert-butyl 2-((2-amino-6-bromopyridin-3-yl)carbamoyl)pyrrolidine-1-carboxylate